C(C)(C)(C)C=1SC(=C(N1)C=1C(=C(C=CC1)NS(=O)(=O)C1=C(C=CC=C1F)F)F)C1=NC(=NC=C1)NC1CCN(CCC1)S(=O)(=O)C N-(3-(2-(tert-butyl)-5-(2-((1-(methylsulfonyl)azepan-4-yl)amino)pyrimidin-4-yl)thiazol-4-yl)-2-fluorophenyl)-2,6-difluorobenzenesulfonamide